(4aR,8aS)-6-(3-(3-Chloro-4-(3,3-difluoroazetidin-1-yl)phenyl)azetidine-1-carbonyl)hexahydro-2H-pyrido[4,3-b][1,4]oxazin-3(4H)-one ClC=1C=C(C=CC1N1CC(C1)(F)F)C1CN(C1)C(=O)N1C[C@@H]2[C@@H](OCC(N2)=O)CC1